8-(3,5-dichlorophenyl)-4-(dimethylamino)-N-[(1R)-indan-1-yl]-1,7-naphthyridine-3-carboxamide ClC=1C=C(C=C(C1)Cl)C=1N=CC=C2C(=C(C=NC12)C(=O)N[C@@H]1CCC2=CC=CC=C12)N(C)C